BrC1=CC=2C(C3=CC(=CC=C3C2C=C1)Br)(C1=CC=CC=C1)C1=CC=CC=C1 2,7-dibromo-9,9-diphenyl-9H-fluorene